α,α'-azoisobutyronitrile CC(C)(C#N)N=NC(C)(C)C#N